FC1=C(C=C(C=C1)S(=O)(=O)N1CC2(C1)CN(C2)C(=O)N2C[C@H](CC2)N2N=NN=C2)C(F)(F)F [2-[4-Fluoro-3-(trifluoromethyl)phenyl]sulfonyl-2,6-diazaspiro[3.3]heptan-6-yl]-[(3S)-3-(tetrazol-1-yl)pyrrolidin-1-yl]methanone